2-methyl-N-((5-(trifluoromethyl)biphenyl-3-yl)methylene)propane-2-sulfinamide CC(C)(C)S(=O)N=CC=1C=C(C=C(C1)C(F)(F)F)C1=CC=CC=C1